BrC1=CC=C(S1)S(=O)(=O)NC(C1=C(C=C(C=C1O)C1(CCCC1)C#N)Cl)=O N-((5-bromothien-2-yl)sulfonyl)-2-chloro-4-(1-cyanocyclopentyl)-6-hydroxybenzamide